1-Butyl-3-((1s,4s)-4-((4,4-dimethyl-2,5-dioxo-1-((2-(trimethylsilyl)ethoxy)methyl)pyrrolidin-3-yl)oxy)cyclohexyl)urea C(CCC)NC(=O)NC1CCC(CC1)OC1C(N(C(C1(C)C)=O)COCC[Si](C)(C)C)=O